C(C)(=O)N1CCC(CC1)N(C(OC(C)(C)C)=O)CC1=CN(C2=NC(=CC=C21)C2=C(C(=CC=C2)C2=C(C(=NC=C2)Cl)Cl)Cl)C tert-butyl (1-acetylpiperidin-4-yl)((6-(2-chloro-3-(2,3-dichloropyridin-4-yl)phenyl)-1-methyl-1H-pyrrolo[2,3-b]pyridin-3-yl)methyl)carbamate